2-oxomethylphenylsulfonate O=CC1=C(C=CC=C1)S(=O)(=O)[O-]